FC=1C=C2C(=CC(=NC2=CC1)C1=CC=C(C=C1)C1=CC(=CC=C1)COC)C(=O)O 6-fluoro-2-(3'-(methoxymethyl)-[1,1'-biphenyl]-4-yl)quinoline-4-carboxylic acid